tris(3-(perfluoropyridin-4-yl)pentane-2,4-dione) iron (III) [Fe+3].FC1=NC(=C(C(=C1F)C(C(C)=O)C(C)=O)F)F.FC1=NC(=C(C(=C1F)C(C(C)=O)C(C)=O)F)F.FC1=NC(=C(C(=C1F)C(C(C)=O)C(C)=O)F)F